2,4,6-tris(1-phenylethyl)phenyl ether methacrylate C(C(=C)C)(=O)O.C1(=CC=CC=C1)C(C)C1=C(C(=CC(=C1)C(C)C1=CC=CC=C1)C(C)C1=CC=CC=C1)OC1=C(C=C(C=C1C(C)C1=CC=CC=C1)C(C)C1=CC=CC=C1)C(C)C1=CC=CC=C1